1-(4-(2-(4-bromophenyl)-propan-2-yl)thiazol-2-yl)-3-(4-(2-oxo-2-(piperazin-1-yl)ethoxy)benzyl)urea BrC1=CC=C(C=C1)C(C)(C)C=1N=C(SC1)NC(=O)NCC1=CC=C(C=C1)OCC(N1CCNCC1)=O